OC1(NC(N([C@H]2[C@H](O)[C@H](O)[C@@H](CO)O2)C=C1)=O)N D-4-hydroxycytidine